C1(CC1)[C@@H]1CN=C2N1C1=CC=C(C=C1C(N2CC2=CC(=NO2)C)=O)S(=O)(=O)NC2(CC2)C (R)-1-cyclopropyl-N-(1-methyl-cyclopropyl)-4-((3-methyl-isoxazol-5-yl)methyl)-5-oxo-1,2,4,5-tetrahydroimidazo[1,2-a]quinazoline-7-sulfonamide